C(C)C1=C(C=CC(=C1)F)NC1=CC(=NC=C1C(=O)O)C(F)(F)F 4-((2-ethyl-4-fluorophenyl)amino)-6-(trifluoromethyl)nicotinic acid